CP(C1=C(C=CC=C1)NC=1C2=C(N=C(N1)NC=1C=CC3=C(OC[C@H]4N3CCN(C4)C4CCN(CC4)C)C1)NC=C2)(C)=O (S)-dimethyl-(2-((2-((3-(1-methylpiperidin-4-yl)-1,2,3,4,4a,5-hexahydrobenzo[b]pyrazino[1,2-d][1,4]oxazin-8-yl)amino)-7H-pyrrolo[2,3-d]pyrimidin-4-yl)amino)phenyl)phosphine oxide